C(C)C=1C=NN2C1N=C(C=C2NCC=2C=CC(=NC2)OCCCN2CCN(CC2)C(=O)OC(C)(C)C)N2[C@@H](CCCC2)CCO tert-butyl 4-[3-[[5-[[[3-ethyl-5-[(2S)-2-(2-hydroxyethyl)-1-piperidyl]pyrazolo[1,5-a]pyrimidin-7-yl]amino]methyl]-2-pyridyl]oxy]propyl]piperazine-1-carboxylate